C(C1=CC=CC=C1)(=O)OC1COCC(C1OC(C1=CC=CC=C1)=O)OC(C1=CC=CC=C1)=O tetrahydro-2H-pyran-3,4,5-tri-yl tribenzoate